FC=1C=CC(=NC1)C1(CCOC2(CCCC2)C1)CCNCC1=C(C(=CC=C1)Cl)C {2-[9-(5-fluoro-pyridin-2-yl)-6-oxa-spiro[4.5]decan-9-yl]-ethyl}-(3-chloro-2-methyl-benzyl)-amine